C(C)C=CCCCCCCCCCCCCCCCC ethyloctadec-1-ene